NC1=NC=NN2C1=C(N=C2C21CC(C2)(C1)C(=O)O)C1=CC=C(C=C1)CNC(C1=C(C=CC(=C1)F)OC)=O 3-(4-amino-5-(4-((5-fluoro-2-methoxybenzamido)methyl)phenyl)imidazo[5,1-f][1,2,4]triazin-7-yl)bicyclo[1.1.1]pentane-1-carboxylic acid